2-[5-methyl-1-[4-(trifluoromethoxy)phenyl]pyrazol-3-yl]oxy-7-azaspiro[3.5]nonane CC1=CC(=NN1C1=CC=C(C=C1)OC(F)(F)F)OC1CC2(C1)CCNCC2